N-(3-(2-(3-hydroxypropyl)-5-iodo-1H-imidazol-4-yl)phenyl)-2-(1-oxoisoindolin-2-yl)-2-phenylacetamide OCCCC=1NC(=C(N1)C=1C=C(C=CC1)NC(C(C1=CC=CC=C1)N1C(C2=CC=CC=C2C1)=O)=O)I